C(C)(C)(C)C1=C(OCC2CN(C2)C(C(=O)O)=O)C=CC=C1 {3-[(2-tert-butylphenoxy)methyl]azetidin-1-yl}(oxo)acetic acid